COCC(C)CC(=O)OC(COC)C propylene glycol monomethyl ether (1-methoxypropan-2-yl acetate)